(S)-2-(6-((3-Methoxypyrrolidin-1-yl)methyl)pyridazin-3-yl)-3-methyl-5-(trifluoromethyl)phenol CO[C@@H]1CN(CC1)CC1=CC=C(N=N1)C1=C(C=C(C=C1C)C(F)(F)F)O